C(C)(=O)N1CCC(=CC1)C=1C=C2C(=NC=3N(C2=CC1)C=CN3)N[C@H](C)C=3C(=C(C#N)C=CC3)C (R)-3-(1-((7-(1-acetyl-1,2,3,6-tetrahydropyridin-4-yl)imidazo[1,2-a]quinazolin-5-yl)amino)ethyl)-2-methylbenzonitrile